C1(=CC=CC=C1)C1=C(NC2=CC=CC=C12)[C@@](C1=C(C=CC=C1)OC(F)(F)F)(C=1NC=CC1)C1=CC=CC=C1 (S)-3-Phenyl-2-(phenyl(1H-pyrrol-2-yl)(2-(trifluoromethoxy)phenyl)methyl)-1H-indole